FC=1[N+](=CN(C1)COCC[Si](C)(C)C)C 4-fluoro-3-methyl-1-((2-(trimethylsilyl)ethoxy)methyl)-1H-imidazol-3-ium